C(#N)CC1=CC=C(C=C1)NC(=O)C1C[C@@H](CCC1C(C)C)C (1R,2S,5R)-N-(4-(cyanomethyl)-phenyl)menthylcarboxamide